5-[2-hydroxy-3-(trimethylolmethylamino)-propoxy]-1-(methylphenyl)indole-3-carboxylic acid ethyl ester C(C)OC(=O)C1=CN(C2=CC=C(C=C12)OCC(CNC(CO)(CO)CO)O)C1=C(C=CC=C1)C